3-amino-6-(8-chloroquinolin-6-yl)-5-(1-methyl-1H-pyrazol-3-yl)pyrazine NC=1C=NC(=C(N1)C1=NN(C=C1)C)C=1C=C2C=CC=NC2=C(C1)Cl